The molecule is a cyclobutadipyrimidine bis(deoxyribonucleotide) obtained by formal cyclodimerisation of thymidine 5'-monophosphate. It has a role as a Mycoplasma genitalium metabolite. CC12C(C3C1(C(=O)NC(=O)N3[C@H]4C[C@@H]([C@H](O4)COP(=O)(O)O)O)C)N(C(=O)NC2=O)[C@H]5C[C@@H]([C@H](O5)COP(=O)(O)O)O